(R)-3-(3-chloro-4-fluorophenyl)-1-(1-(5-methoxypyrido[3,4-b]pyrazin-8-yl)ethyl)-1-methylurea ClC=1C=C(C=CC1F)NC(N(C)[C@H](C)C1=CN=C(C2=NC=CN=C21)OC)=O